neryl ketone C(\C=C(\C)/CCC=C(C)C)C(=O)C\C=C(\C)/CCC=C(C)C